CC1(C=CC=C1)[Hf](N(CC)C)(N(CC)C)N(C)CC Methylcyclopentadienyl-tris(ethylmethylamino)hafnium